C(CCC(=O)O)(=O)O.C(CCC(=O)O)(=O)O.ClC1=CC(=C(CN2C[C@@H](NCC2)C)C=C1Cl)OCC (S)-1-(4,5-dichloro-2-ethoxybenzyl)-3-methylpiperazine disuccinate